FC1=C(C=C(C=C1)F)C1=NN([C@@](S1)(C1=CC=CC=C1)CCCNC(OC(C)(C)C)=O)C(=O)[N+]1(C=NC=C1)I tert-butyl N-[3-[(2S)-5-(2,5-difluorophenyl)-3-(1-iodoimidazol-1-ium-1-carbonyl)-2-phenyl-1,3,4-thiadiazol-2-yl]propyl]carbamate